(1R)-1-[(1S,3R,5R)-5-(hydroxymethyl)-1-(triphenylmethyl)-3-piperidyl]pyrimidine-2,4-dione OC[C@@H]1C[C@H](CN(C1)C(C1=CC=CC=C1)(C1=CC=CC=C1)C1=CC=CC=C1)N1C(NC(C=C1)=O)=O